CC1=NC(=CC=C1C1=C(C(=C(C(=C1N1C2=C(C=3C=CC=CC13)C=NC=C2)C2=NC=CC=C2)N2C1=C(C=3C=CC=CC23)C=NC=C1)N1C2=C(C=3C=CC=CC13)C=NC=C2)N2C1=C(C=3C=CC=CC23)C=NC=C1)C 5,5',5'',5'''-(4-(2,6-dimethylpyridin-3-yl)-6-(pyridin-2-yl)benzene-1,2,3,5-tetrayl)tetrakis(5H-pyrido[4,3-b]indole)